F[C@H]1C[C@H](N(C1)C(CN1C[C@H](CC1)NC1=C2C=CC=NC2=CC(=C1)OC)=O)C#N (2S,4S)-4-fluoro-1-[2-[(3S)-3-[(7-methoxy-5-quinolinyl)amino]pyrrolidin-1-yl]acetyl]pyrrolidine-2-carbonitrile